C1=CC(C2C1C3(C(=C(C2(C3(Cl)Cl)Cl)Cl)Cl)Cl)Cl The molecule is a cyclodiene organochlorine insecticide that is 3a,4,7,7a-tetrahydro-1H-4,7-methanoindene substituted by chlorine atoms at positions 1, 4, 5, 6, 7, 8 and 8. Formerly used to kill termites, ants and other insects in agricultural and domestic situations. It has a role as a GABA-gated chloride channel antagonist, an agrochemical, an antibacterial agent, a persistent organic pollutant and an antifungal agent. It derives from a hydride of a 1H-indene.